4-methyl-1-(3-((2-((3-methyl-1-(piperidin-4-yl)-1H-pyrazol-4-yl)amino)-5-(trifluoromethyl)pyrimidin-4-yl)amino)propyl)-1,4-diazepan-2-one CN1CC(N(CCC1)CCCNC1=NC(=NC=C1C(F)(F)F)NC=1C(=NN(C1)C1CCNCC1)C)=O